(2R,4S)-1-[(2R)-2-(4-cyclopropyltriazol-1-yl)-3,3-dimethyl-butanoyl]-4-hydroxy-N-[1-(2-hydroxy-4-pyridyl)ethyl]pyrrolidine-2-carboxamide C1(CC1)C=1N=NN(C1)[C@@H](C(=O)N1[C@H](C[C@@H](C1)O)C(=O)NC(C)C1=CC(=NC=C1)O)C(C)(C)C